sodium uracil diacetate C(C)(=O)[O-].C(C)(=O)[O-].N1C(=O)NC(=O)C=C1.[Na+].[Na+]